(S)-4-amino-4-(2,3-difluorophenyl)butan-1-ol N[C@@H](CCCO)C1=C(C(=CC=C1)F)F